[Na].SCC#N mercaptoacetonitrile sodium salt